(E)-4-((4-(2-(5-Cyclopropyl-3-(3,5-dichloropyridin-4-yl)isoxazol-4-yl)vinyl)bicyclo[2.2.2]octan-1-yl)methoxy)-8-fluoro-2-methylchinolin C1(CC1)C1=C(C(=NO1)C1=C(C=NC=C1Cl)Cl)/C=C/C12CCC(CC1)(CC2)COC2=CC(=NC1=C(C=CC=C21)F)C